1,9-Nonandialdehyd C(CCCCCCCC=O)=O